2-methoxy-1-(trimethylsilyl)-2-[(trimethylsilyl)oxy]-1-aza-2-silacyclopentane CO[Si]1(N(CCC1)[Si](C)(C)C)O[Si](C)(C)C